FC(C1=CC=C(\C=C/2\C(N(C(C2)=O)C(CCCCCC[NH-])O)=O)C=C1)(F)F (E)-7-(3-(4-trifluoromethylbenzylidene)-2,5-diketopyrrolidinyl)-N-hydroxyheptylamide